C(CCCCCCCCCCCCCCCCCC)C1=C(C2=CC=CC=C2C=C1)CCCCCCCCCCCCCCCCCCC di(nonadecyl)naphthalene